1-(4-(6-(benzyloxy)-2-(prop-1-en-2-yl)-3,4-dihydronaphthalen-1-yl)phenyl)-4-(dimethoxymethyl)piperidine C(C1=CC=CC=C1)OC=1C=C2CCC(=C(C2=CC1)C1=CC=C(C=C1)N1CCC(CC1)C(OC)OC)C(=C)C